Methylenebismontanoic acid amide C(CCCCCCCCCCCCCCCCCCCCCCCCCCCC(=O)N)CCCCCCCCCCCCCCCCCCCCCCCCCCCC(=O)N